4-{[(1H-benzimidazol-2-yl)methyl]amino}-2-(morpholin-4-yl)pyrazolo[1,5-a][1,3,5]triazine-8-carbonitrile N1C(=NC2=C1C=CC=C2)CNC2=NC(=NC=1N2N=CC1C#N)N1CCOCC1